N-(2-hydroxyethyl)-4-(2-(6-methylpyridin-2-yl)-6,7-dihydropyrido[2,3-d]pyrimidin-8(5H)-yl)nicotinamide OCCNC(C1=CN=CC=C1N1CCCC2=C1N=C(N=C2)C2=NC(=CC=C2)C)=O